ClC=1C=C(C=C(C1)Cl)C1=CC(=CC(=N1)OC=1C=NC(=NC1)N1CCN(CC1)CCC(C(=O)O)C)CN1CC[C@H]2C([C@H]2CC1)NS(=O)(=O)C 4-(4-(5-((6-(3,5-dichlorophenyl)-4-(((1R,7S,8r)-8-(methylsulfonamido)-4-azabicyclo[5.1.0]octan-4-yl)methyl)pyridin-2-yl)oxy)pyrimidin-2-yl)piperazin-1-yl)-2-methylbutanoic acid